6-Chloro-5-(4-dimethylamino-phenyl)-3-[1-hydroxyl-(3-methyl-isoxazol-5-yl)-methylidene]-1,3-dihydro-indol-2-one ClC1=C(C=C2C(C(NC2=C1)=O)=C(O)C1=CC(=NO1)C)C1=CC=C(C=C1)N(C)C